(1R,3R,4R)-2-(7-chloro-1H-indole-2-carbonyl)-5,5-difluoro-N-((R,Z)-4-fluoro-4-(methylsulfonyl)-1-((S)-2-oxopyrrolidin-3-yl)but-3-en-2-yl)-2-azabicyclo[2.2.2]octane-3-carboxamide ClC=1C=CC=C2C=C(NC12)C(=O)N1[C@H]2CC([C@@H]([C@@H]1C(=O)N[C@H](C[C@H]1C(NCC1)=O)\C=C(/S(=O)(=O)C)\F)CC2)(F)F